(thiazol-2-yl)-(R/S)-methanol S1C(=NC=C1)CO